N(=[N+]=[N-])[C@@H]1CN(C[C@H]1O)C(=O)OCC1=CC=CC=C1 benzyl (3R,4R)-3-azido-4-hydroxy-pyrrolidine-1-carboxylate